tert-butyl (5-((6-(cyclohex-1-en-1-yl)-3-nitropyridin-2-yl)amino)pyridin-2-yl)carbamate C1(=CCCCC1)C1=CC=C(C(=N1)NC=1C=CC(=NC1)NC(OC(C)(C)C)=O)[N+](=O)[O-]